BrC1=C2C(=NC(=C1)C)C(=CS2)C(C(F)(F)F)O[Si](C)(C)C 7-bromo-5-methyl-3-(2,2,2-trifluoro-1-((trimethylsilyl)oxy)ethyl)thieno[3,2-b]pyridine